3-((5-Bromo-4-chloro-2-methoxyphenyl)sulfonamido)-5-(1-cyanocyclobutyl)-2-hydroxybenzoic acid BrC=1C(=CC(=C(C1)S(=O)(=O)NC=1C(=C(C(=O)O)C=C(C1)C1(CCC1)C#N)O)OC)Cl